N1(N=NC=C1)C[C@@H]1C[C@H](CN1C#N)N(C(=O)C=1OC(=NN1)C1=C(C=CC(=C1)C#N)C1CC1)C1CC1 N-((3R,5S)-5-((1H-1,2,3-Triazol-1-yl)methyl)-1-cyanopyrrolidin-3-yl)-5-(5-cyano-2-cyclopropylphenyl)-N-cyclopropyl-1,3,4-oxadiazole-2-carboxamide